CC=1N=C(SC1C)[C@H](CC1=CC=C(C=C1)NS(O)(=O)=O)NC([C@H](CC1=CC=CC=C1)NC(=O)OC)=O 4-{(S)-2-(4,5-Dimethylthiazol-2-yl)-2-[(S)-2-(methoxycarbonylamino)-3-phenyl-propanamido]ethyl}phenyl-sulfamic acid